6,8-difluoro-7-(hydroxymethyl)-3-methyl-1H-quinoxalin-2-one FC=1C=C2N=C(C(NC2=C(C1CO)F)=O)C